2-{[(αR)-6-{2,5-dioxo-4-[2-(trifluoromethoxy)ethyl]imidazolidin-1-yl}spiro[3.3]heptan-2-yl]oxy}pyridine-3-carboxamide O=C1N(C(C(N1)CCOC(F)(F)F)=O)C1CC2(CC(C2)OC2=NC=CC=C2C(=O)N)C1